CS(=O)(=O)CCCN1CCN(CC1)C=O [4-(3-methanesulfonylpropyl)piperazin-1-yl]methanone